C(C)(C)(C)OC(=O)N1CCC(CC1)(CCC1=CC=CC=C1)C=COC 4-(2-methoxyvinyl)-4-phenethylpiperidine-1-carboxylic acid tert-butyl ester